dioxygen hexane CCCCCC.[O].[O]